(2S,11aR)-7-chloro-8-methyl-2-((2-oxo-1,2,3,4-tetrahydro-1,6-naphthyridin-7-yl)oxy)-6-(2,2,2-trifluoroethoxy)-2,3,11,11a-tetrahydro-1H,5H-benzo[f]pyrrolo[2,1-c][1,4]oxazepin-5-one ClC=1C(=CC2=C(C(N3[C@@H](CO2)C[C@@H](C3)OC3=NC=C2CCC(NC2=C3)=O)=O)C1OCC(F)(F)F)C